2-((1-(tert-butoxycarbonyl)piperidin-4-yl)carbamoyl)-5-nitrobenzoic acid C(C)(C)(C)OC(=O)N1CCC(CC1)NC(=O)C1=C(C(=O)O)C=C(C=C1)[N+](=O)[O-]